7-((1-Acryloyl-3-(3-chloro-2-methylphenyl)azetidin-3-yl)oxy)-2-methylisoquinolin-1(2H)-one C(C=C)(=O)N1CC(C1)(C1=C(C(=CC=C1)Cl)C)OC1=CC=C2C=CN(C(C2=C1)=O)C